S(=O)(=O)(O)C1=CC=C(C=C1)C1C(=NNC1=O)C 4-(4-sulfophenyl)-3-methyl-5-pyrazolone